NC=1C=C(C=C(C1N)Br)CC(C(=O)N)(N1CCOCC1)C (3,4-diamino-5-bromophenyl)-methyl-2-morpholinopropanamide